5-[2-chloro-4-(difluoromethoxy)-3-fluoro-phenyl]-N-[3-chloro-4-[4-[2-[(3S)-pyrrolidin-3-yl]acetyl]piperazine-1-carbonyl]phenyl]-1-methyl-imidazole-2-carboxamide ClC1=C(C=CC(=C1F)OC(F)F)C1=CN=C(N1C)C(=O)NC1=CC(=C(C=C1)C(=O)N1CCN(CC1)C(C[C@H]1CNCC1)=O)Cl